N1N=C(C=C1)C1=CC=C2C(=N1)N(N=N2)C2=CC(=C(C(=O)N([C@H]1CNCCC1)C1=NC=CC3=CC=CC(=C13)C)C=C2)F (R)-4-(5-(1H-pyrazol-3-yl)-3H-[1,2,3]triazolo[4,5-b]pyridin-3-yl)-2-fluoro-N-(8-methylisoquinolin-1-yl)-N-(piperidin-3-yl)benzamide